C(C)(C)(C)OC(=O)N1C[C@H](CC1)C1=CC2=C(NC(N2C)=O)C=C1 (3R)-3-(3-methyl-2-oxo-1H-benzoimidazole-5-yl)pyrrolidine-1-carboxylic acid tert-butyl ester